4-bromothieno[2,3-c]Pyridine-2-carboxamide BrC1=C2C(=CN=C1)SC(=C2)C(=O)N